C1CC12CN(CC2)CC2=CC(=C1CN(C(C1=C2)=O)C2=CC(=CC=C2)C2=C(C=NN2C)C2=NN=CN2C)C(F)(F)F 6-((5-azaspiro[2.4]heptan-5-yl)methyl)-2-(3-(1-methyl-4-(4-methyl-4H-1,2,4-triazol-3-yl)-1H-pyrazol-5-yl)phenyl)-4-(trifluoromethyl)isoindolin-1-one